NC1CCN(CC1)C1=C(C=NC2=CC=C(C=C12)C1=C(C(=CC(=C1F)F)C#N)CNC(O)=O)C1=CC(=CC(=C1)F)F.FC(CNC(C1=CC=CC=C1)=O)F N-(2,2-difluoroethyl)benzamide N-{2-[4-(4-Aminopiperidin-1-yl)-3-(3,5-difluorophenyl)chinolin-6-yl]-6-cyano-3,4-difluorophenyl}methylcarbamat